3-(4-bromo-1,3-thiazol-5-yl)-3-(oxacyclohex-2-yloxy)propan-1-ol BrC=1N=CSC1C(CCO)OC1OCCCC1